C(C)(=O)N1CC=2N(CC1)N=C(C2C2=CC(=NC=C2)NC(C(C)C2=CC=C(C=C2)F)=O)C2=CC=C(C=C2)F N-(4-(5-acetyl-2-(4-fluorophenyl)-4,5,6,7-tetrahydropyrazolo[1,5-a]pyrazin-3-yl)pyridin-2-yl)-2-(4-fluorophenyl)propanamide